5-(3-Chloro-2-fluoro-6-(1H-tetrazol-1-yl)phenyl)-2-(1-(4-(2-fluoropyridin-4-yl)-1H-pyrazol-1-yl)-2-(N-methylisobutyramido)ethyl)pyridine 1-oxide ClC=1C(=C(C(=CC1)N1N=NN=C1)C=1C=CC(=[N+](C1)[O-])C(CN(C(C(C)C)=O)C)N1N=CC(=C1)C1=CC(=NC=C1)F)F